(±)-1-((4-(4-chloro-3,5-dimethylphenoxy)phenyl)sulfonyl)-1,2,3,4-tetrahydroquinoline-3-carboxylic acid ClC1=C(C=C(OC2=CC=C(C=C2)S(=O)(=O)N2C[C@@H](CC3=CC=CC=C23)C(=O)O)C=C1C)C |r|